(S)-1-(8-fluorochroman-4-yl)-3-(2-phenylthiazol-4-yl)urea FC=1C=CC=C2[C@H](CCOC12)NC(=O)NC=1N=C(SC1)C1=CC=CC=C1